(E)-4-(azetidin-1-yl)-1-(4-(6-chloro-8-fluoro-7-(2-fluoro-6-hydroxyphenyl)quinazolin-4-yl)piperazin-1-yl)but-2-en-1-one N1(CCC1)C/C=C/C(=O)N1CCN(CC1)C1=NC=NC2=C(C(=C(C=C12)Cl)C1=C(C=CC=C1O)F)F